((2-(tert-butyl)-4-methoxyphenoxy)methyl)oxirane C(C)(C)(C)C1=C(OCC2OC2)C=CC(=C1)OC